O-benzyl-D-tyrosine C(C1=CC=CC=C1)OC1=CC=C(C[C@@H](N)C(=O)O)C=C1